BrCCC1(CCC(CC1)C1=CC(=C(C=C1)OC)C)C#N (2-bromoethyl)-4-(4-methoxy-3-methylphenyl)cyclohexanecarbonitrile